2-(6-((4-chloro-2-fluorobenzyl)oxy)pyridin-2-yl)-1,2,3,4,5,6-hexahydropyrrolo[3,4-c]pyrrole ClC1=CC(=C(COC2=CC=CC(=N2)N2CC=3CNCC3C2)C=C1)F